O[C@H](COC=1C=C(C=CC1)S(=O)(=O)NC)CNC1COC2(C1)CCN(CC2)S(=O)(=O)C2=C(C=CC=C2)S(=O)(=O)C 3-((2S)-2-hydroxy-3-(8-(2-(methylsulfonyl)phenylsulfonyl)-1-oxa-8-azaspiro[4.5]decan-3-ylamino)propoxy)-N-methylbenzenesulfonamide